7-hydroxy-3-(4'-methoxyphenyl)-4H-benzopyran-4-one OC1=CC2=C(C(C(=CO2)C2=CC=C(C=C2)OC)=O)C=C1